FC=1C=CC2=C([C@@H](C[C@@H](O2)C(=O)NC23CC(C2)(C3)N3N=CC(=C3)C3=NC=C(C=C3)OC(F)(F)F)O)C1 |r| rac-(2R,4R)-6-fluoro-4-hydroxy-N-(3-{4-[5-(trifluoromethoxy)pyridin-2-yl]-1H-pyrazol-1-yl}bicyclo[1.1.1]pentan-1-yl)-3,4-dihydro-2H-1-benzopyran-2-carboxamide